N-((3S,4R)-4-((7-(2,6-dichloro-3,5-dimethoxyphenyl)-5-(((tetrahydrofuran-2-yl)methyl)amino)-2,6-naphthyridin-3-yl)amino)-1-(1H-pyrazol-4-yl)pyrrolidin-3-yl)acrylamide ClC1=C(C(=C(C=C1OC)OC)Cl)C1=NC(=C2C=C(N=CC2=C1)N[C@H]1[C@H](CN(C1)C=1C=NNC1)NC(C=C)=O)NCC1OCCC1